C(CC)OCC(C)(O[La+2])C (1-n-propoxy-2-methyl-2-propoxy)lanthanum (III)